5-[4-(4-fluorophenyl)-1H-pyrazole-1-carbonyl]-6-methyl-N-(1-methylcyclopropyl)furo[2,3-d]pyrimidin-4-amine FC1=CC=C(C=C1)C=1C=NN(C1)C(=O)C1=C(OC=2N=CN=C(C21)NC2(CC2)C)C